5-(1,1,1-trifluoropropan-2-yl)-1H-pyrazol-3-amine FC(C(C)C1=CC(=NN1)N)(F)F